5-(1-(2,2-difluoroethyl)-1H-benzo[d][1,2,3]triazol-6-yl)-6-fluoro-N-((3S,4S)-3-fluoro-1-(oxetan-3-yl)piperidin-4-yl)-4-(methoxy-d3)pyrrolo[2,1-f][1,2,4]triazin-2-amine FC(CN1N=NC2=C1C=C(C=C2)C=2C(=CN1N=C(N=C(C12)OC([2H])([2H])[2H])N[C@@H]1[C@H](CN(CC1)C1COC1)F)F)F